6-BENZYLOXYMETHYL-1H-INDOLE-3-CARBALDEHYDE C(C1=CC=CC=C1)OCC1=CC=C2C(=CNC2=C1)C=O